BrSC=1C=C(C=CC1)C=1C=CC=2C3=C(N=C(C2C1)CC)N(CN(C3)C)C 8-(3-bromothiophenyl)-6-ethyl-2,4-dimethylpyrimido[4,5-c]isoquinoline